NC1=C(C=C2C(=N1)OC1=C(C2=O)C=C(C=C1)C(C)C)C(=O)O 2-amino-7-isopropyl-5-oxo-5H-1-benzopyrano[2,3-b]pyridine-3-carboxylic acid